2,5-DIOXOPIPERAZINE O=C1NCC(NC1)=O